CN1C=2C(=O)NC(N)=NC2N[C@@H](C)C1[C@@H](C)NC1=CC=C(C[C@@H]([C@@H]([C@@H](CO[C@H]2O[C@H](COP(O[C@@H](CCC(O)=O)C(O)=O)(O)=O)[C@H]([C@H]2O)O)O)O)O)C=C1 N5-methyl-tetrahydromethanopterin